NCC1=CC=CC(=N1)NC1CC(C1)N(C)C N3-[6-(aminomethyl)pyridin-2-yl]N1,N1-Dimethylcyclobutane-1,3-diamine